ClC1=CC=C(CNC(=O)NC2=CC=C(C=C2)CC2CCN(CC2)C2COC2)C=C1 1-(4-chlorobenzyl)-3-(4-((1-(oxetan-3-yl)piperidin-4-yl)methyl)phenyl)urea